C[C@H]1[C@@H](C[C@H]([C@@H](O1)O[C@H](C)CCCCCCCCCCCCCCCCCC(=O)O)O)O The molecule is an (omega-1)-hydroxy fatty acid ascaroside obtained by formal condensation of the alcoholic hydroxy group of (19R)-19-hydroxyicosanoic acid with ascarylopyranose (the alpha anomer). It is a metabolite of the nematode Caenorhabditis elegans. It has a role as a Caenorhabditis elegans metabolite. It is a monocarboxylic acid and an (omega-1)-hydroxy fatty acid ascaroside. It derives from a (19R)-19-hydroxyicosanoic acid. It is a conjugate acid of an ascr#36(1-).